4'-(methoxy)octafluorobiphenyl COC1=C(C(=C(C=C1F)C1=C(C(=C(C(=C1F)F)F)F)F)F)F